C(C)(C)(C)C=1C=C(NN1)NC(=O)NC1=CC=C(C=C1)N1C=NC2=C1C=CC(=C2)OCCOCCOCCNC2=C1C(N(C(C1=CC=C2)=O)C2C(NC(CC2)=O)=O)=O (5-tert-butyl-2H-pyrazol-3-yl)-3-(4-{5-[2-(2-{2-[2-(2,6-dioxo-piperidin-3-yl)-1,3-dioxo-2,3-dihydro-1H-isoindol-4-ylamino]ethoxy}ethoxy)ethoxy]-benzimidazol-1-yl}-phenyl)-urea